C(C)OC(=O)C=1N=C2C(=CC(=C3C2=C(C1)C=N3)NC(C)=O)N 6-Amino-8-acetamidopyrrolo[4,3,2-de]quinoline-4-carboxylic acid ethyl ester